1,8-naphthyridine-1(2H)-carboxamide N1(CC=CC2=CC=CN=C12)C(=O)N